ClC=1C=C2C=C(NC2=CC1C1=NC(=C(C=C1)OC)F)CNC(=O)C1(CC1)C#N N-{[5-chloro-6-(6-fluoro-5-methoxy-2-pyridyl)-2-indolyl]methyl}1-cyanocyclopropanecarboxamide